NC1=NC=CC(=C1)C1=CC=C2C=CC(=C(C2=C1)NCC(C#N)=C)OC 2-({[7-(2-aminopyridin-4-yl)-2-methoxynaphthalen-1-yl]amino}methyl)prop-2-enenitrile